FC1=CC(=C(C=C1)N1CN(C(C2=CC=C(C=C12)C(F)(F)F)=O)C=1N=CC(NC1C)=O)C (4-fluoro-2-methylphenyl)-3-(3-methyl-5-oxo-4,5-dihydropyrazin-2-yl)-7-(trifluoromethyl)-2,3-dihydroquinazolin-4(1H)-one